OC1=C(C=C(C=C1O)S(=O)(=O)[O-])S(=O)(=O)[O-] 4,5-dihydroxy-1,3-benzenedisulfonate